(6-(((tert-butyldiphenylsilyl)oxy)methyl)-5,6,7,8-tetrahydroimidazo[1,2-a]pyrazin-2-yl)methanol [Si](C1=CC=CC=C1)(C1=CC=CC=C1)(C(C)(C)C)OCC1NCC=2N(C1)C=C(N2)CO